N-(1-(6,7-dimethoxyquinazolin-4-yl)azepin-4-yl)sulfamide COC=1C=C2C(=NC=NC2=CC1OC)N1C=CC(=CC=C1)NS(=O)(=O)N